FC=1C=C(C=NC1)[C@@H]1N(CCC1)C1=NC=2N(C=C1)N=CC2C(=O)NC(COC)C 5-((R)-2-(5-fluoropyridin-3-yl)pyrrolidin-1-yl)-N-(1-methoxypropane-2-yl)pyrazolo[1,5-a]pyrimidine-3-carboxamide